C(C)(C)(C)OC(=O)N1CC2=CC=CC=C2C1 1,3-dihydro-2H-isoindole-2-carboxylic acid tert-butyl ester